4-(diphenylmethyleneamino)phenyl morpholine-4-carboxylate N1(CCOCC1)C(=O)OC1=CC=C(C=C1)N=C(C1=CC=CC=C1)C1=CC=CC=C1